Cl.N1CCC(CC1)CNC1=C2N=CN(C2=NC=N1)C1CC(C1)NC(C)=O N-((1s,3s)-3-(6-((piperidin-4-ylmethyl)amino)-9H-purin-9-yl)cyclobutyl)acetamide hydrochloride